The molecule is a monocarboxylic acid anion that results from the removal of a proton from the carboxylic acid group of 4-chlorophenylacetic acid. It has a role as a xenobiotic metabolite. It derives from an acetate. It is a conjugate base of a 4-chlorophenylacetic acid. C1=CC(=CC=C1CC(=O)[O-])Cl